2,4-dihydroxy-3-methyl-pentanoic acid OC(C(=O)O)C(C(C)O)C